3-(4-Chlorophenyl)-1-[2-(3-fluorophenyl)ethyl]urea ClC1=CC=C(C=C1)NC(NCCC1=CC(=CC=C1)F)=O